ClC=1C=NN(C1CC1N(C(C2=CC=CC(=C12)C)=O)CC1CC2(C1)OC(NC2)=O)C 2-((3-((4-chloro-1-methyl-1H-pyrazol-5-yl)methyl)-4-methyl-1-oxoisoindolin-2-yl)methyl)-5-oxa-7-azaspiro[3.4]octan-6-one